4-n-propylfuran-2(3H)-one C(CC)C=1CC(OC1)=O